methylphthalazin CC1=NN=CC2=CC=CC=C12